(R)-6,7-difluoro-3-(5-(fluoromethyl)-2-oxothiazol-3-yl)benzo[d]isoxazole-5-carbaldehyde FC1=C(C2=C(C(=NO2)N2C(SC(=C2)CF)=O)C=C1C=O)F